ClC=1C=C2C=C(NC2=CC1C1=NC=C(N=C1)OC)CNC(=O)N1CC(C1)(C)O N-{[5-chloro-6-(5-methoxy-2-pyrazinyl)-2-indolyl]methyl}-3-hydroxy-3-methyl-1-azetidinecarboxamide